C(C)C1C(CCC(C1)(C)C)(O)C=C 2-ethyl-4,4-dimethyl-1-vinylcyclohexan-1-ol